CC1CN2C(C3=CC=C(C=C13)CN)=NC=C2C(F)(F)F (6-methyl-3-(trifluoromethyl)-5,6-dihydroimidazo[2,1-a]isoquinolin-8-yl)methanamine